O=C1NC(CCC1N1C(C2=CC=C(C=C2C1=O)N1CCN(CC1)CCCCOC=1C=C(C=CC1)CC(=O)NC=1SC(=C(N1)C=1C=C2CCN(C2=CC1)C(C1=C(C=CC=C1)C)=O)C)=O)=O 2-(3-(4-(4-(2-(2,6-dioxopiperidin-3-yl)-1,3-dioxoisoindolin-5-yl)piperazin-1-yl)butoxy)phenyl)-N-(5-methyl-4-(1-(2-methylbenzoyl)indolin-5-yl)thiazol-2-yl)acetamide